2-[[1-[(3R)-1-(2,2-Dimethylpropanoyl)pyrrolidin-3-yl]pyrazol-3-yl]amino]-N-(3-hydroxy-2,6-dimethyl-phenyl)thiazole-5-carboxamide CC(C(=O)N1C[C@@H](CC1)N1N=C(C=C1)NC=1SC(=CN1)C(=O)NC1=C(C(=CC=C1C)O)C)(C)C